6-Fluoro-2-(1-methyl-6-oxo-1,6-dihydropyridazin-3-yl)-5-(4,4,5,5-tetramethyl-1,3,2-dioxa-borolan-2-yl)isoindolin-1-one FC1=C(C=C2CN(C(C2=C1)=O)C1=NN(C(C=C1)=O)C)B1OC(C(O1)(C)C)(C)C